Methyl 1-methyl-3-((3-((3-methyl-4-((4-(pyridin-3-yl)pyrimidin-2-yl)amino)phenyl)carbamoyl)phenyl)carbamoyl)-4-oxocyclopent-2-ene-1-carboxylate CC1(C=C(C(C1)=O)C(NC1=CC(=CC=C1)C(NC1=CC(=C(C=C1)NC1=NC=CC(=N1)C=1C=NC=CC1)C)=O)=O)C(=O)OC